C(C)N1C2=NC(=NC(=C2N=C1CCO)N1CCOCC1)N1N=C(C(=C1)C1=CC=CC=C1)OC 2-(9-ethyl-2-(3-methoxy-4-phenyl-1H-pyrazol-1-yl)-6-morpholino-9H-purin-8-yl)ethan-1-ol